C(=O)(OC(C)(C)C)NC=1C(C(=O)O)=CC(=CC1)Br N-BOC-5-bromo-anthranilic acid